C(C)(C)(C)OC(=O)N1[C@@H](C[C@@H](C1)C1=C(C(=CC=C1OC)Cl)Cl)C=CC(=O)OC.C(C)OC(=O)C1=C(C(=O)N(C)C)C=CC(=N1)S(N)(=O)=O 2-ethoxycarbonyl-sulfamoyl-N,N-dimethyl-nicotinamide tert-butyl-(2S,4R)-4-(2,3-dichloro-6-methoxyphenyl)-2-(3-methoxy-3-oxoprop-1-en-1-yl)pyrrolidine-1-carboxylate